7-(3,4-dimethoxyphenyl)-N-(4-((2-hydroxyethyl)carbamoyl)phenyl)pyrazolo[1,5-a]pyrimidine-2-carboxamide COC=1C=C(C=CC1OC)C1=CC=NC=2N1N=C(C2)C(=O)NC2=CC=C(C=C2)C(NCCO)=O